6-phenyl-6H-indeno[1,2-c]isoquinoline C1(=CC=CC=C1)N1C=C2C=CC=CC2=C2C1=C1C=CC=CC1=C2